C(C)(C)(C)[Si](C)(C(C)(C)C)O[Si](C(C)(C)C)(C(C)(C)C)C di-tert-butylmethylsilyl ether